4-((4-methoxybenzyl)oxy)pyrazolo[1,5-a]pyridine-3-carbonitrile COC1=CC=C(COC=2C=3N(C=CC2)N=CC3C#N)C=C1